FC1(CN(C1)C(C[C@@H](C(=O)O)N(C)C(=O)OCC1C2=CC=CC=C2C=2C=CC=CC12)=O)F (2S)-4-(3,3-difluoroazetidin-1-yl)-2-[9H-fluoren-9-yl-methoxycarbonyl(methyl)amino]-4-oxobutanoic acid